Cl.N[C@@H](CCC(=O)N[C@H](C(=O)OCC)CCC(=O)OCC)C(=O)OC 1,5-diethyl (2S)-2-[(4S)-4-amino-5-methoxy-5-oxopentanamido]pentanedioate hydrochloride